N-({4-[(5-methoxy-2-methylphenyl)sulfamoyl]phenyl}methyl)-1H-pyrrolo[3,2-c]pyridine-2-carboxamide COC=1C=CC(=C(C1)NS(=O)(=O)C1=CC=C(C=C1)CNC(=O)C1=CC=2C=NC=CC2N1)C